N-(6-amino-5-methyl-3-pyridyl)-2-[(2S,5R)-5-methyl-2-(3-methyl-1,2-benzothiazol-5-yl)-1-piperidyl]-2-oxo-acetamide NC1=C(C=C(C=N1)NC(C(=O)N1[C@@H](CC[C@H](C1)C)C=1C=CC2=C(C(=NS2)C)C1)=O)C